CN1N=NC(=C1C1=CC2=C(C3=NC=C(C=C3N2C(C2CCOCC2)C2=NC=CC=C2F)C(C)(C)O)S1)C 2-(2-(1,4-dimethyl-1H-1,2,3-triazol-5-yl)-4-((3-fluoropyridin-2-yl)(tetrahydro-2H-pyran-4-yl)methyl)-4H-thieno[2',3':4,5]pyrrolo[3,2-b]pyridin-6-yl)propan-2-ol